4-(3-bromo-4-oxo-2-(trifluoromethyl)-4H-pyrido[1,2-a]pyrimidin-9-yl)-N-cyclopropyl-N-methylbenzamide BrC1=C(N=C2N(C1=O)C=CC=C2C2=CC=C(C(=O)N(C)C1CC1)C=C2)C(F)(F)F